C(C1=CC=CC=C1)N1C[C@@H](O[C@](C1)(CO[Si](C(C)C)(C(C)C)C(C)C)COC(C1=CC=CC=C1)(C1=CC=C(C=C1)OC)C1=CC=C(C=C1)OC)N1C(NC(C(=C1)C)=O)=O 1-[(2R,6S)-4-benzyl-6-[[bis(4-methoxyphenyl)-phenyl-methoxy]methyl]-6-(triisopropyl-siloxymethyl)morpholin-2-yl]-5-methyl-pyrimidine-2,4-dione